C(CCCCCCCCC)(=O)N[C@H](C(=O)O)CCC (S)-2-decanamidopentanoic acid